IC1=CC(=C(C=O)C=C1)N1CCC2(CC2)CC1 4-iodo-2-(6-azaspiro[2.5]octan-6-yl)benzaldehyde